C1(NCCC2=CC=CC=C12)C(=O)OC[C@@H]1C[C@H]2N(CCC3=CC(=C(C=C23)OC)OC)C[C@H]1CC(C)C [(2R,3S,11bR)-9,10-dimethoxy-3-(2-methylpropyl)-1H,2H,3H,4H,6H,7H,11bH-pyrido[2,1-a]isoquinolin-2-yl]methyl 1,2,3,4-tetrahydroisoquinoline-1-carboxylate